4-bromo-7-methoxyquinoline BrC1=CC=NC2=CC(=CC=C12)OC